NC1=NC(=NN1C(=O)C1=CC=C(C=C1)[N-]C1CCCCCC1)C1=NC=CC=C1 N-(4-(5-amino-3-(pyridine-2-yl)-1H-1,2,4-triazole-1-carbonyl)phenyl)cycloheptylamide